FC1C(NCC1)=O 3-fluoropyrrolidin-2-one